N1C(=CC=2C1=CN=CC2)C(=O)O 1H-pyrrolo[2,3-c]pyridin-2-carboxylic acid